NC=1C2=C(N=CN1)N(C=C2C=2SC=C(N2)CC2=CC=CC=C2)C2C(C(C(C2)CNCCCNCCC2=CC=CC=C2)O)O 3-(4-amino-5-(4-benzylthiazol-2-yl)-7H-pyrrolo[2,3-d]pyrimidin-7-yl)-5-(((3-(phenethylamino)propyl)amino)methyl)cyclopentane-1,2-diol